IC1=CC=C2C(CC(C2=C1)=O)(C)C 6-iodo-3,3-dimethyl-2,3-dihydro-1H-inden-1-one